ClC1=NC=C(C(=N1)NC=1C=NC(=CC1)OC1CCCCC1)O 2-chloro-4-((6-(cyclohexyloxy)pyridin-3-yl)amino)pyrimidin-5-ol